4-methyl-3-nitro-6-(1,2,3-triazol-2-yl)pyridin-2-amine CC1=C(C(=NC(=C1)N1N=CC=N1)N)[N+](=O)[O-]